LITHIUM (5-CYANOPYRIDIN-2-YL)TRIHYDROXYBORATE C(#N)C=1C=CC(=NC1)[B-](O)(O)O.[Li+]